C(C(C)C)OC=1C=C(C=CC1OC)B(O)O 3-ISOBUTOXY-4-METHOXYPHENYLBORONIC ACID